ClC=1C(=CC2=C3C4CCC(C3=CN=C2C1Cl)N4C(CO)=O)OC 1-(3,4-dichloro-2-methoxy-7,8,9,10-tetrahydro-7,10-epiminophenanthridin-11-yl)-2-hydroxyethan-1-one